CC(C)CC(C=C)C 2,4-dimethyl-5-hexene